2-(3-((R)-1-(((S)-1-(4-(acryloyloxy)-3,3-dimethyl-2-oxobutanoyl)piperidine-2-carbonyl)oxy)-3-(3,4-dimethoxyphenyl)propyl)-4-fluorophenoxy)acetic acid C(C=C)(=O)OCC(C(C(=O)N1[C@@H](CCCC1)C(=O)O[C@H](CCC1=CC(=C(C=C1)OC)OC)C=1C=C(OCC(=O)O)C=CC1F)=O)(C)C